1-(bicyclo[1.1.1]pentan-1-yl)-4-((5-chloropyrazin-2-yl)methyl)piperazine-2,3-dione C12(CC(C1)C2)N2C(C(N(CC2)CC2=NC=C(N=C2)Cl)=O)=O